(R)-1-amino-2-methyl-1-(4-(((R)-2-methylpentyl)oxy)phenyl)propan-2-ol N[C@@H](C(C)(O)C)C1=CC=C(C=C1)OC[C@@H](CCC)C